S(=O)(=O)(C1=CC=C(C)C=C1)OCCO[C@H]1C[C@H](N(C1)C(=O)OC(C)(C)C)C(=O)OC 1-(tert-butyl) 2-methyl (2S,4S)-4-(2-(tosyloxy)ethoxy)pyrrolidine-1,2-dicarboxylate